FC(C(=O)O)(F)F.F[C@H](CNC1=NC=C(C(=N1)NC1CCC(CC1)O)C1=NC=C(C=C1)CN(C)CCF)CC (1S,4r)-4-((2-(((S)-2-fluorobutyl)amino)-5-(5-(((2-fluoroethyl)(methyl)amino)methyl)pyridin-2-yl)pyrimidin-4-yl)amino)cyclohexan-1-ol 2,2,2-trifluoroacetate